N-[5-(trifluoromethyl)pyridin-2-yl]-3,4-dihydropyrido[2,1-c][1,2,4]thiadiazine-9-carboxamide 2,2-dioxide FC(C=1C=CC(=NC1)NC(=O)C1=CC=CN2C1=NS(CC2)(=O)=O)(F)F